ClC=1C=C(CN(C(OC(C)(C)C)=O)CCC(=O)NCCCNC2=C3C=NN(C3=CC(=C2)C2=CN=NC(=C2)C#N)C2OCCCC2)C=CC1OC(F)(F)F tert-butyl (3-chloro-4-(trifluoromethoxy)benzyl)(3-((3-((6-(6-cyanopyridazin-4-yl)-1-(tetrahydro-2H-pyran-2-yl)-1H-indazol-4-yl)amino)propyl)amino)-3-oxopropyl)carbamate